FC([C@H]1CC=2C=3C(=N[C@H](C4=NC(=NN4C3SC2C1)C)C)C1=C(C=CC=C1F)F)F (7S,13S)-13-(difluoromethyl)-9-(2,6-difluorophenyl)-4,7-dimethyl-16-thia-2,3,5,8-tetraazatetracyclo[8.6.0.02,6.011,15]hexadeca-1(10),3,5,8,11(15)-pentaene